2-(4-cyclopropyl-6-methoxypyrimidin-5-yl)-4-((4-(1-methyl-4-(trifluoromethyl)-1H-imidazol-2-yl)benzyl)amino)-6,7-dihydropyrido[3,4-d]pyrimidin-8(5H)-one trifluoroacetate salt FC(C(=O)O)(F)F.C1(CC1)C1=NC=NC(=C1C=1N=C(C2=C(N1)C(NCC2)=O)NCC2=CC=C(C=C2)C=2N(C=C(N2)C(F)(F)F)C)OC